1-CYCLOPROPYL-N,N-BIS(4-METHOXYBENZYL)PENT-4-ENE-1-SULFONAMIDE C1(CC1)C(CCC=C)S(=O)(=O)N(CC1=CC=C(C=C1)OC)CC1=CC=C(C=C1)OC